2-mercapto-4H-benzo[d][1,3]oxazin-4-one SC=1OC(C2=C(N1)C=CC=C2)=O